FC1=CC=C(C=C1)C=1C(C(=CN(C1)C(CO)(C)C)C(=O)N)=O 5-(4-fluorophenyl)-1-(1-hydroxy-2-methylpropan-2-yl)-4-oxopyridine-3-carboxamide